C1(CC1)C=1C(=NN(C(C1)=O)[C@H](C(=O)O)CC(C)C)CCN1CC(C1)OC (S)-2-(4-cyclopropyl-3-(2-(3-methoxyazetidin-1-yl)ethyl)-6-oxopyridazine-1(6H)-yl)-4-methylpentanoic acid